C(C=C)OC=1C=C(C(=O)OC)C=CC1Br methyl 3-(allyloxy)-4-bromobenzoate